5-(3-cyclopropylphenoxy)-N-[2-(2,4-dimethylphenyl)-2,2-difluoroethyl]-2-methylpyrimidine-4-carboxamide C1(CC1)C=1C=C(OC=2C(=NC(=NC2)C)C(=O)NCC(F)(F)C2=C(C=C(C=C2)C)C)C=CC1